FC1=C(C(=CC(=C1)CNC1=NC(=CC(=C1)C)OC)O)N1CC(NS1(=O)=O)=O 5-(2-fluoro-6-hydroxy-4-(((6-methoxy-4-methylpyridin-2-yl)amino)methyl)phenyl)-1,2,5-thiadiazolidin-3-one 1,1-dioxide